CN(CCCN=C=NC(CS(=O)(=O)[O-])(C)C)C 2-((((3-(dimethylamino) propyl) imino) methylene) amino)-2-methylpropane-1-sulfonate